C(C=C)OC(=O)N1[C@H](CN(CC1)C1=NC(=NC=2[C@@H]([C@]3(CCC4=C(C=CC=C34)Cl)CCC12)F)OC[C@H]1N(CCC1)CC)CC#N (2S)-4-[(7S,8r)-4'-chloro-2-[[(2S)-1-ethylpyrrolidin-2-yl]methoxy]-8-fluoro-spiro[6,8-dihydro-5H-quinazolin-7,1'-indan]-4-yl]-2-(cyanomethyl)piperazine-1-carboxylic acid allyl ester